6-(7-((2-(trimethylsilyl)ethoxy)methyl)-7H-pyrrolo[2,3-d]pyrimidin-4-yl)-1,6-diazaspiro[3.3]heptane-1-carboxylate C[Si](CCOCN1C=CC2=C1N=CN=C2N2CC1(CCN1C(=O)[O-])C2)(C)C